O1C(=CC2=C1C=CC=C2)C(=O)N[C@H](C(=O)NC=2C(N(C=CC2)CC(=O)NC21CC3(CC(CC(C2)(C3)C)(C1)C)C)=O)CCC(C(=O)NC)=O (S)-2-(benzofuran-2-carboxamido)-N1-(1-(2-(3,5,7-trimethyl-1-adamantylamino)-2-oxoethyl)-2-oxo-1,2-dihydropyridin-3-yl)-N6-methyl-5-oxohexanediamide